4-(4-pyridyldisulfanyl)pyridine N1=CC=C(C=C1)SSC1=CC=NC=C1